COC1=C(N)C=CC(=C1)C(F)(F)F 2-methoxy-4-(trifluoromethyl)aniline